OCCN1CCN(CC1)C1=CC(=NC=2N1N=C(C2C2=CC=CC=C2)C)C=2C=C(C=CC2)CCCCCCC=O 7-(3-(7-(4-(2-Hydroxyethyl)piperazin-1-yl)-2-methyl-3-phenylpyrazolo[1,5-a]-pyrimidin-5-yl)phenyl)heptanal